4-Methylbenzo[cd]indol-2(1H)-one CC=1C=C2C3=C(C(NC3=CC=C2)=O)C1